ClC1=CC=C(C=C1)C(=O)C1=CC=CC=C1 (4-chlorophenyl)-(phenyl)-methanone